OC1=C(C=C(C=C1)/C=C/C(=O)C1=CC=C(OCC#N)C=C1)OC 2-[4-[(E)-3-(4-Hydroxy-3-methoxyphenyl)prop-2-enoyl]phenoxy]acetonitrile